C(#N)C1=C(C(=O)OC)C=CC(=C1)N1CC(C1)CO Methyl 2-cyano-4-(3-(hydroxymethyl) azetidin-1-yl)benzoate